C(C)NC(NC=1C=C2C(=CN1)N(C(=C2)C=2C(=NC=CC2)OC)C)=O 3-ethyl-1-[2-(2-methoxypyridin-3-yl)-1-methylpyrrolo[2,3-c]pyridin-5-yl]urea